3-(2,7-diazaspiro[3.5]nonan-2-yl)propyl 6-(5-(6-methylpyridin-2-yl)-1H-imidazol-4-yl)quinoline-3-carboxylate CC1=CC=CC(=N1)C1=C(N=CN1)C=1C=C2C=C(C=NC2=CC1)C(=O)OCCCN1CC2(C1)CCNCC2